C1=CC(=C(C=C1C(F)(F)F)C(=O)O)C(F)(F)F The molecule is a benzoic acid carrying trifluoromethyl substituents at the 2- and 5-positions. It is a member of benzoic acids and a member of (trifluoromethyl)benzenes.